ClC=1C=C(NC2(CCC3([C@H](CC4=CC=C(C=C34)OC)C[C@H](COC3=CC=NC=4CCC[C@H](C34)C)C)CC2)C(=O)O)C=CC1 (1R,2's,4s)-4-(3-chloroanilino)-6'-methoxy-2'-[(2R)-2-methyl-3-{[(5R)-5-methyl-5,6,7,8-tetrahydroquinolin-4-yl]oxy}propyl]-2',3'-dihydrospiro[cyclohexane-1,1'-indene]-4-carboxylic acid